FC=1C(=NC(=NC1)NC=1C=C2C=NN(C2=CC1)CCC(=O)NC)NC1=CC=C(C=C1)OC(C)C 5-Fluoro-N4-(4-isopropoxyphenyl)-N2-[1-[2-(N-methylaminocarbonyl)ethyl]-indazol-5-yl]-2,4-pyrimidinediamine